C(C)C(=O)NC1=C2C(CC(C2=CC=C1)(C)C)CC N-ethylcarbonyl-1,1-dimethyl-3-ethyl-4-aminoindane